methyl-6-((1-methyl-1H-pyrazol-3-yl)amino)-4-((3-(methylthio)pyridin-2-yl)amino)pyridazine-3-carboxamide dipotassium disulphite S(=O)([O-])OS(=O)[O-].[K+].[K+].CC=1C(=C(N=NC1NC1=NN(C=C1)C)C(=O)N)NC1=NC=CC=C1SC